1,4,4-trimethylpentyltriethoxysilane CC(CCC(C)(C)C)[Si](OCC)(OCC)OCC